(1R,4R)-4-(2-(((R)-2-(5-fluoropyridin-3-yl)-2-hydroxyethyl)amino)-2-methylpropyl)-N-methylcyclohexane-1-sulfonamide dihydrochloride Cl.Cl.FC=1C=C(C=NC1)[C@H](CNC(CC1CCC(CC1)S(=O)(=O)NC)(C)C)O